N-[4-fluoro-2-[rac-(3R,5S)-3,4,5-trimethylpiperazin-1-yl]-5-[5-(trifluoromethyl)pyridin-3-yl]phenyl]-6-oxo-4-(trifluoromethyl)-1H-pyridine-3-carboxamide FC1=CC(=C(C=C1C=1C=NC=C(C1)C(F)(F)F)NC(=O)C1=CNC(C=C1C(F)(F)F)=O)N1C[C@H](N([C@H](C1)C)C)C |r|